C/C(/C=C/C(=O)ONC(COC)=O)=C\C=C\C(=C\C=C\C=C(\C=C\C=C(/C=C/C(=O)[O-])\C)/C)\C 1-[2-methoxyethanamido] (2E,4E,6E,8E,10E,12E,14E,16Z,18E)-4,8,13,17-tetramethylicosa-2,4,6,8,10,12,14,16,18-nonaenedioate